CN1C(N(C=CC1=O)CCCCC1=CC=CC=C1)=O 3-methyl-1-(4-phenylbutyl)pyrimidine-2,4(1h,3h)-dione